pentylnonyl 8-[benzyl-[7,7-dimethyl-8-oxo-8-(4-pentylnonoxy)octyl]amino]-2,2-dimethyl-octanoate C(C1=CC=CC=C1)N(CCCCCCC(C(=O)OC(CCCCCCCC)CCCCC)(C)C)CCCCCCC(C(OCCCC(CCCCC)CCCCC)=O)(C)C